ClC=1C=C(C#N)C=C(C1N1N=CC=2C=NC(=CC21)NC2=NC=NC(=C2)C(F)F)F 3-chloro-4-(6-((6-(difluoromethyl)pyrimidin-4-yl)amino)-1H-pyrazolo[4,3-c]pyridin-1-yl)-5-fluorobenzonitrile